COC(=O)[C@H](C1=CC=CC=C1Cl)N2CCC3=C(C2)C=CS3 The molecule is a thienopyridine that is 4,5,6,7-tetrahydrothieno[3,2-c]pyridine in which the hydrogen attached to the nitrogen is replaced by an o-chlorobenzyl group, the methylene hydrogen of which is replaced by a methoxycarbonyl group (the S enantiomer). A P2Y12 receptor antagonist, it is used to inhibit blood clots and prevent heart attacks. It has a role as a platelet aggregation inhibitor, an anticoagulant and a P2Y12 receptor antagonist. It is a thienopyridine, a member of monochlorobenzenes and a methyl ester. It derives from a ticlopidine.